ClC=1C=C(C=C2C(=C(C=NC12)C#N)NCC(C)(C)C)N[C@@H](C=1C(=NC(=CC1)C)C)C=1N=NN(C1)C1(CC1)C(F)F (S)-8-chloro-6-(((1-(1-(difluoromethyl)cyclopropyl)-1H-1,2,3-triazol-4-yl)(2,6-dimethylpyridin-3-yl)methyl)amino)-4-(neopentylamino)quinoline-3-carbonitrile